ethyl 4-bromo-6-ethyl-2-methyl-7-oxo-6,7-dihydro-1H-pyrrolo[2,3-c]pyridine-3-carboxylate BrC=1C2=C(C(N(C1)CC)=O)NC(=C2C(=O)OCC)C